acrylamido-2-methyl-1-propanesulfonic acid sodium salt [Na+].C(C=C)(=O)NC(C(C)C)S(=O)(=O)[O-]